ClC=1C(=CC=C2N=CC(=NC12)C=1C=NN(C1)C1CC(C1)N1[C@H]2CO[C@@H](C1)C2)OC=2C=CC1=C(NC(=N1)C)C2 (1R,4R)-5-(3-(4-(8-Chloro-7-((2-methyl-1H-benzo[d]imidazol-6-yl)oxy)quinoxalin-2-yl)-1H-pyrazol-1-yl)cyclobutyl)-2-oxa-5-azabicyclo[2.2.1]heptane